O1C=C(C=C1)C#CC=1C=C(C=CC1)C[C@@H](CCN1N(C(SC=C1)=O)CCC1=CC=C(S1)C(=O)O)O (S)-5-(2-(4-(4-(3-(furan-3-ylethynyl)phenyl)-3-hydroxybutyl)-2-oxo-1,3,4-thiadiazin-3-yl)ethyl)thiophene-2-carboxylic acid